(4-methoxyphenethyl)benzamide COC1=CC=C(CCC2=C(C(=O)N)C=CC=C2)C=C1